N[C@H](C=1N=C2N(N=CC(=C2)[C@@H](NC(CC2CC(C2)(F)F)=O)C2CCC2)C1)C1CCC(CC1)(F)F |o1:10| N-((S*)-(2-((S)-amino(4,4-difluorocyclohexyl)methyl)imidazo[1,2-b]pyridazin-7-yl)(cyclobutyl)methyl)-2-(3,3-difluorocyclobutyl)acetamide